3-(2-chloro-3-(6-((2-oxo-1,3-oxazinan-3-yl)methyl)pyridin-3-yl)phenyl)piperidine-2,6-dione ClC1=C(C=CC=C1C=1C=NC(=CC1)CN1C(OCCC1)=O)C1C(NC(CC1)=O)=O